1-allyl-4-hydroxy-2,2,6,6-tetramethylpiperidine C(C=C)N1C(CC(CC1(C)C)O)(C)C